[1-(2-Difluoromethyl-pyridin-4-yl)-pyrrolidin-3(R)-yl]-(6,6,9-trimethyl-3,5,6,8-tetrahydro-1H-7-oxa-2,4-diaza-cyclopenta[b]naphthalen-2-yl)-methanone FC(C1=NC=CC(=C1)N1C[C@@H](CC1)C(=O)N1CC=2C(=C(C=3COC(CC3N2)(C)C)C)C1)F